[4-[2-(1,1-dioxo-1,2-benzothiazol-3-yl)-4,4-dimethyl-3,5-dihydropyridazin-6-yl]-2-methoxy-phenyl]boronic acid O=S1(N=C(C2=C1C=CC=C2)N2N=C(CC(C2)(C)C)C2=CC(=C(C=C2)B(O)O)OC)=O